(3,5-dibromo-4-hydroxyphenyl)(1'-methyl-1'H-spiro[cyclopropane-1,5'-pyrazolo[4,3-b][1,4]oxazin]-7'(6'H)-yl)methanone BrC=1C=C(C=C(C1O)Br)C(=O)N1C2=C(OC3(C1)CC3)C=NN2C